4,4-difluoro-3-methyl-5-(2-(tosyloxy)ethoxy)piperidine-1-carboxylate FC1(C(CN(CC1OCCOS(=O)(=O)C1=CC=C(C)C=C1)C(=O)[O-])C)F